(S)-2-(2-chloro-6-fluorobenzoylamino)-3-(4-(6',7'-difluoro-2'-oxospiro[cyclopropane-1,3'-indoline]-1'-yl)phenyl)propionic acid ClC1=C(C(=O)N[C@H](C(=O)O)CC2=CC=C(C=C2)N2C(C3(C4=CC=C(C(=C24)F)F)CC3)=O)C(=CC=C1)F